C(C(=C)C)(=O)OC1=C(C=CC=C1)C(C)(C)C1=C(C=CC=C1)OC(C(=C)C)=O 2,2-bis(methacryloyloxyphenyl)propane